N-((1R,4R)-4-(((2-((5-chloro-1-(2-methoxyethyl)-1H-pyrazol-4-yl)amino)-5-fluoropyrimidin-4-yl)oxy)methyl)cyclohexyl)acetamide ClC1=C(C=NN1CCOC)NC1=NC=C(C(=N1)OCC1CCC(CC1)NC(C)=O)F